6'-bromo-2'-(4-methoxybenzyl)-2',3'-dihydro-1'H-spiro[cyclopropane-1,4'-isoquinolin]-1'-one BrC=1C=C2C3(CN(C(C2=CC1)=O)CC1=CC=C(C=C1)OC)CC3